8-bromo-2-(morpholin-4-yl)-N-[(5-phenyl-1H-imidazol-2-yl)methyl]pyrazolo[1,5-a][1,3,5]triazin-4-amine BrC=1C=NN2C1N=C(N=C2NCC=2NC(=CN2)C2=CC=CC=C2)N2CCOCC2